9H-fluoren-9-ylmethyl 3-[(1S,3R)-3-aminocyclohexyl]-6,8-dihydro-5H-[1,2,4]triazolo[4,3-a]pyrazine-7-carboxylate N[C@H]1C[C@H](CCC1)C1=NN=C2N1CCN(C2)C(=O)OCC2C1=CC=CC=C1C=1C=CC=CC21